C(CCCC)C1=CC2=C(C3=CC=CC=C3C(=C2C=C1)O)O 2-pentyl-9,10-anthracenediol